OCCCNCCCCCCCCCC(=O)OCCCCCCCCC nonyl 10-((3-hydroxypropyl)amino)decanoate